3-((1-(2-ethoxypyridin-3-yl)-5-methyl-4-nitro-1H-pyrazol-3-yl)oxy)propan-1-ol C(C)OC1=NC=CC=C1N1N=C(C(=C1C)[N+](=O)[O-])OCCCO